di(dipentylphenyl) carbonate C(OC1=C(C(=CC=C1)CCCCC)CCCCC)(OC1=C(C(=CC=C1)CCCCC)CCCCC)=O